2-chloro-4-[[3-fluoro-4-[1-methyl-4-(trifluoromethyl)imidazol-2-yl]phenyl]methoxy]-6-isopropyl-pyrimidine ClC1=NC(=CC(=N1)OCC1=CC(=C(C=C1)C=1N(C=C(N1)C(F)(F)F)C)F)C(C)C